[Na+].[Na+].P(=O)([O-])([O-])OC[C@@H]1[C@H]([C@H]([C@@H](O1)N1C=NC=2C(N)=NC=NC12)O)O adenosine 5'-monophosphate disodium salt